F[C@H]1C[C@H]2[C@@H]3C[C@H]([C@H](C(COC(CCCC)=O)=O)[C@]3(C[C@@H]([C@@]2([C@]2(C=CC(C=C12)=O)C)F)O)C)C 6α,9-difluoro-11β-hydroxy-21-valeryloxy-16α-methyl-1,4-pregnadiene-3,20-dione